2-(2-(((2-bromopyridin-4-yl)amino)methyl)-6-cyclopropylimidazo-[1,2-a]pyridin-8-yl)ethyl 4-methylbenzenesulfonate CC1=CC=C(C=C1)S(=O)(=O)OCCC=1C=2N(C=C(C1)C1CC1)C=C(N2)CNC2=CC(=NC=C2)Br